Methyl (S)-2-((2-methylundec-1-en-1-yl)oxy)propanoate CC(=CO[C@H](C(=O)OC)C)CCCCCCCCC